C1(=CC=CC=C1)C1=NOC2=C1C(C=1C=CC=C(C1C2=O)OC)=O 3-phenyl-8-methoxynaphtho[2,3-d]isoxazole-4,9-dione